CCC(CC)C1=C(C(=CC=C1)C(CC)CC)N1C(N(C=C1)C1=C(C=CC=C1C(CC)CC)C(CC)CC)=[Pd-]C1=NC=CC=C1Cl [1,3-bis(2,6-bis-3-pentylphenyl)imidazol-2-ylidene](3-chloropyridyl)palladium (II)